CCC1=C2CN3C(=CC(=C(C3=O)CO)[C@@](CC)(C(=O)[O-])O)C2=NC4=C1C=C(C=C4)O The molecule is a hydroxy monocarboxylic acid anion that is the conjugate base of SN-38 carboxylic acid, obtained from the deprotonation of the carboxy group. It is the major microspecies at pH 7.3. It is a conjugate base of a SN-38 carboxylic acid.